N[C@H](CN(CC(=O)O)C(CN1C2=NC(=NC(=C2N=C1)N)N)=O)CCCCNC(=N)N (S)-N-(2-amino-6-guanidinohexyl)-N-(2-(2,6-diamino-9H-purin-9-yl)acetyl)glycine